O1C2=C(C=C1)C=C1CC(CC1=C2)N 5H,6H,7H-indeno[5,6-b]furan-6-amine